FC(C=1N=C(OC1C(=O)N1[C@@H](C2=C(CC1)NC=N2)C=2OC1=C(N2)C=C(C=C1)F)C(C)(C)N(C)C)F (S)-(4-(difluoromethyl)-2-(2-(dimethylamino)propan-2-yl)oxazol-5-yl)(4-(5-fluorobenzo[d]oxazol-2-yl)-6,7-dihydro-1H-imidazo[4,5-c]pyridin-5(4H)-yl)methanone